FC1(OC2=C(O1)C=CC(=C2)N(C(=O)C=2C=C(C=CC2)N2N=C(C=1CCC[C@H](C21)OC2=CC=C(C(=O)OC(C)(C)C)C=C2)C(F)(F)F)C)F |o1:26| (R) or (S)-tert-butyl 4-[[1-[3-[(2,2-difluoro-1,3-benzodioxol-5-yl)-methyl-carbamoyl]phenyl]-3-(trifluoromethyl)-4,5,6,7-tetrahydroindazol-7-yl]oxy]benzoate